[Na].OC=1C=C(C=O)C=C(C1O)O 3,4,5-trihydroxybenzaldehyde sodium salt